7-(5-Methyl-1,3,4-oxadiazol-2-yl)-3-(1,2,5,6-tetrahydropyridin-3-yl)-1H-indazole CC1=NN=C(O1)C=1C=CC=C2C(=NNC12)C=1CNCCC1